ClC1=CC=C(C(=N1)C(=O)O)N[C@@H](C)C=1C=C(C=C2C(N(C(=NC12)N1C[C@@H]([C@H](C1)F)F)C)=O)C 6-chloro-3-(((S)-1-(2-((3S,4S)-3,4-difluoropyrrolidin-1-yl)-3,6-dimethyl-4-oxo-3,4-dihydroquinazolin-8-yl)ethyl)amino)picolinic acid